NC=1C=NN(C1)CC(C)(O)C (4-amino-1H-pyrazol-1-yl)-2-methylpropan-2-ol